NC1=C(C#N)C(=CC=N1)CC1=C(C=C2[C@](NC(NC2=C1)=O)(C(F)(F)F)C#CC1CC1)F (S)-2-amino-4-((4-(cyclopropylethynyl)-6-fluoro-2-oxo-4-(trifluoromethyl)-1,2,3,4-tetrahydroquinazolin-7-yl)methyl)nicotinonitrile